N,N-dimethyl-2-(1H-pyrrol-1-yl)ethan-1-amine fumarate salt C(\C=C\C(=O)O)(=O)O.CN(CCN1C=CC=C1)C